2-(2,6-dioxopiperidin-3-yl)-4,7-difluoro-5-(piperazin-1-yl-2,2,3,3,5,5,6,6-d8)isoindoline-1,3-dione O=C1NC(CCC1N1C(C2=C(C=C(C(=C2C1=O)F)N1C(C(NC(C1([2H])[2H])([2H])[2H])([2H])[2H])([2H])[2H])F)=O)=O